O1C(CCCC1)N1C2=CC=C3OCCCNC(OCC=4C=C(C=C(C(=N1)C2=C3)C4)C4COCC4)=O 19-(oxan-2-yl)-4-(oxolan-3-yl)-8,14-dioxa-10,19,20-triazatetracyclo[13.5.2.12,6.018,21]tricosa-1(20),2,4,6(23),15,17,21-heptaen-9-one